N-(3-methylbenzyl)-7-azaindole CC=1C=C(CN2C=CC3=CC=CN=C23)C=CC1